CN(C1=CC=C(C=C1)C1=CC(=C(C=C1)C(N(C(C1=CC=CC=C1)=O)C=1C=C(C=CC1)/C=C/C(=O)OC)[2H])F)C methyl (E)-3-(3-(N-((4'-(dimethylamino)-3-fluoro-[1,1'-biphenyl]-4-yl)methyl-d)benzamido)phenyl)acrylate